(1r,4r)-4-((2,6-dimethoxypyridin-3-yl)carbamoyl)-4-(2-isopropylphenyl)-1-methylcyclohexane-1-carboxylic acid COC1=NC(=CC=C1NC(=O)C1(CCC(CC1)(C(=O)O)C)C1=C(C=CC=C1)C(C)C)OC